6-(2-((tert-butyldimethylsilyl)oxy)ethyl)-4,7-dimethyl-1,3-dihydro-2H-indene-2,2-dicarboxylic acid dimethyl ester COC(=O)C1(CC2=C(C(=CC(=C2C1)C)CCO[Si](C)(C)C(C)(C)C)C)C(=O)OC